methyl 2-[(5-fluoro-1,3-benzoxazol-2-yl)amino]-1-methyl-1H-1,3-benzodiazole-6-carboxylate FC=1C=CC2=C(N=C(O2)NC2=NC3=C(N2C)C=C(C=C3)C(=O)OC)C1